CS(=O)(=O)C1=C(C(=CC=C1)C)NC(C)=O N-(2-methanesulfonyl-6-methylphenyl)acetamide